N,N'-(azanediylbis(decane-10,1-diyl))bis(N-dodecyloctanamide) N(CCCCCCCCCCN(C(CCCCCCC)=O)CCCCCCCCCCCC)CCCCCCCCCCN(C(CCCCCCC)=O)CCCCCCCCCCCC